[Rb].CN1C=CC(=C1)I Methyl-4-iodo-1H-pyrrole rubidium